2-(2-chlorobenzyl)-8-methyl-N-[2-(morpholin-4-yl)ethyl]-4,5-dihydro-2H-furo[2,3-g]indazole-7-carboxamide ClC1=C(CN2N=C3C4=C(CCC3=C2)OC(=C4C)C(=O)NCCN4CCOCC4)C=CC=C1